4-methoxy-3,4-dihydro-2H-1-benzopyran-4-acetic acid COC1(CCOC2=C1C=CC=C2)CC(=O)O